1-Butyl-5-(diaminomethylene)-3-(2-ethyl-1,3-dioxo-2,4-diazadispiro[4.1.57.15]tridecan-10-yl)hexahydropyrimidine-2,4,6-trione C(CCC)N1C(N(C(C(C1=O)=C(N)N)=O)C1CCC2(CC3(NC(N(C3=O)CC)=O)C2)CC1)=O